ClC=1C=CC(=C(C1)C=1C=C(C=2OCCNC2N1)NC1=C(C=NC=C1)C(=O)OC)F methyl 4-{[6-(5-chloro-2-fluorophenyl)-2H,3H,4H-pyrido-[3,2-b][1,4]oxazin-8-yl]amino}-pyridine-3-carboxylate